[3-[2-[[[(1,1-dimethylethyl)dimethylsilyl]oxy]methyl]-5-oxo-3-[(tetrahydro-2H-pyran-2-yl)oxy]cyclopentyl]-2-oxopropyl]phosphonic acid dimethyl ester COP(OC)(=O)CC(CC1C(C(CC1=O)OC1OCCCC1)CO[Si](C)(C)C(C)(C)C)=O